(S)-N-((S)-1-(((S)-3-(2-bromo-5-fluorophenyl)-1-(hex-5-en-1-yl(methyl)amino)-1-oxopropan-2-yl)(methyl)amino)-4-methyl-1-oxopentan-2-yl)-2-(methylamino)pent-4-enamide TFA salt OC(=O)C(F)(F)F.BrC1=C(C=C(C=C1)F)C[C@@H](C(=O)N(C)CCCCC=C)N(C([C@H](CC(C)C)NC([C@H](CC=C)NC)=O)=O)C